CC(=O)C1=CC2=C(C=CC3=CC=CC=C32)OC1=O 3-acetylbenzo[f]coumarin